1-(2-(2-aminophenyl)-3-(2-fluorophenyl)quinolin-6-yl)-3-(2-hydroxybutyl)urea NC1=C(C=CC=C1)C1=NC2=CC=C(C=C2C=C1C1=C(C=CC=C1)F)NC(=O)NCC(CC)O